N1C(=NC2=C1C=CC=C2)C(N2C(C1=CC(=CC=C1C2)C2=CC=C(C=C2)N2CCN(CC2)C)=O)C2=C(C=CC(=C2)F)O 2-((1H-benzo[d]imidazole-2-yl)(5-fluoro-2-hydroxyphenyl)methyl)-6-(4-(4-methylpiperazine-1-yl)phenyl)isoindolin-1-one